FC1=C(C(=CC=C1OC)N1N=CN=C1)CO [2-Fluoro-3-methoxy-6-(1,2,4-triazol-1-yl)phenyl]methanol